N-(2-(3,3-difluoropyrrolidin-1-yl)-4-(1H-pyrazol-5-yl)pyridin-3-yl)-6-isopropylnicotinamide FC1(CN(CC1)C1=NC=CC(=C1NC(C1=CN=C(C=C1)C(C)C)=O)C1=CC=NN1)F